5-[[4-[2-(methyl-pyridin-2-ylamino)ethoxy]phenyl]methyl]-1,3-thiazolidine CN(CCOC1=CC=C(C=C1)CC1CNCS1)C1=NC=CC=C1